3-(4-chlorophenyl)octa-3,5,7-trien-2-one ClC1=CC=C(C=C1)C(C(C)=O)=CC=CC=C